C(C)C=1SC=C(N1)C 2-ethyl-4-methyl-thiazole